(6aS,8R)-8-((5-(Chloromethyl)-4,6-dimethylpyrimidin-2-yl)oxy)-6a-(difluoromethyl)-5,6,6a,7,8,9-hexahydropyrrolo[1',2':4,5]pyrazino[2,3-c]pyridazin-2-yl-6-fluorophenol ClCC=1C(=NC(=NC1C)O[C@@H]1C[C@@]2(N(C=3C(=NN=C(C3)C3=C(C(=CC=C3)F)O)NC2)C1)C(F)F)C